FC1=C(C=CC(=C1)F)[C@@H]1N(CCC1)C1=NC=2N(C=C1)N=CC2C2=CC=CC(=N2)N2CCN(CC2)C2CCN(CC2)CC2=CC=C(C=C2)C2C(NC(CC2)=O)=O 3-(4-((4-(4-(6-(5-((R)-2-(2,4-difluorophenyl)pyrrolidin-1-yl)pyrazolo[1,5-a]pyrimidin-3-yl)pyridin-2-yl)piperazin-1-yl)piperidin-1-yl)methyl)phenyl)piperidine-2,6-dione